C(C(=O)O)(=O)O.N=1C(CN=C2C=CC=CC12)=O quinoxalin-2(3H)-one oxalate